Ethoxybis(1,2,3,5,6,7-hexahydro-s-indacen-4-yl)phosphine C(C)OP(C1=C2CCCC2=CC=2CCCC12)C1=C2CCCC2=CC=2CCCC12